1,1,1-tris(3,5-dichloro-4-hydroxyphenyl)-ethane ClC=1C=C(C=C(C1O)Cl)C(C)(C1=CC(=C(C(=C1)Cl)O)Cl)C1=CC(=C(C(=C1)Cl)O)Cl